6-bromo-8-iodo-3,3-dimethyl-2,4-dihydro-1H-quinoline BrC=1C=C2CC(CNC2=C(C1)I)(C)C